6-Fluoro-2-(3-fluoro-5-(trifluoromethyl)phenyl)-1H-benzo[d]imidazole-7-carboxylic acid ethyl ester C(C)OC(=O)C1=C(C=CC2=C1NC(=N2)C2=CC(=CC(=C2)C(F)(F)F)F)F